(S)-10-((6-oxo-4-phenylpyrimidin-1(6H)-yl)methyl)-7-azaspiro[4.5]decane-7-carboxylate O=C1C=C(N=CN1C[C@H]1CCN(CC12CCCC2)C(=O)[O-])C2=CC=CC=C2